C(C)OC(C(=O)C1CSC2=C(C=CC=C2C1=O)C)=O.OC(C(=O)N[C@@H](CO)[C@@H]([C@@H](CCC\C=C\CCCCCCCCC)O)O)CCCCCCCCCCCCCCCCCCCCCCCCCCCCC (2'R)-2-hydroxy-N-((2S,3S,4R,E)-1,3,4-trihydroxyoctadec-8-en-2-yl)hentriacontanamide Ethyl-2-(8-methyl-4-oxothiochroman-3-yl)-2-oxoacetate